8-bromo-4-(((R)-1-(3-(difluoromethyl)-2-fluorophenyl)ethyl)amino)-6-((3R,4R)-3-fluorotetrahydro-2H-pyran-4-yl)-2-methyl-2,6-dihydropyrido[3,4-d]pyridazine-1,7-dione BrC=1C(N(C=C2C(=NN(C(C21)=O)C)N[C@H](C)C2=C(C(=CC=C2)C(F)F)F)[C@H]2[C@H](COCC2)F)=O